Pyridoxine, Monohydrochloride Cl.N1=C(C)C(O)=C(CO)C(CO)=C1